C(#N)C1=CC(=C(COC2=CC=CC(=N2)N2C[C@@H](N(CC2)CC2=NC3=C(N2CC2=CN=CO2)C=C(C=C3)C(=O)O)C)C=C1)F 2-{[(2S)-4-{6-[(4-cyano-2-fluorobenzyl)oxy]pyridin-2-yl}-2-methylpiperazin-1-yl]methyl}-1-(1,3-oxazol-5-ylmethyl)-1H-benzimidazole-6-carboxylic acid